ClC(C(=O)C=1NC=2CCCCC2C1)(Cl)Cl 2,2,2-Trichloro-1-(4,5,6,7-tetrahydro-1H-indol-2-yl)ethanone